O[C@H]1C[C@H](CC1)NC1=NC(=CC(=N1)C=1C=C(C=CC1C)NC(=O)N1C[C@@H](CC1)CC(F)(F)F)N1CCOCC1 (S)-N-(3-(2-(((1S,3R)-3-hydroxycyclopentyl)amino)-6-morpholinopyrimidin-4-yl)-4-methylphenyl)-3-(2,2,2-trifluoroethyl)pyrrolidine-1-carboxamide